CC1=CC=C2C(=N1)SC(=N2)N2CCC1(CC(=C1)C=1C(=NOC1C1CC1)C1=C(C=NC=C1Cl)Cl)CC2 methyl-2-(2-(5-cyclopropyl-3-(3,5-dichloropyridin-4-yl)isoxazol-4-yl)-7-azaspiro[3.5]non-1-en-7-yl)thiazolo[5,4-b]pyridine